5-{(1R,5S)-3'-[(5-cyclopropyl-3-(2,6-dichlorophenyl)isoxazol-4-yl)methoxy]-8-azaspiro[bicyclo[3.2.1]octane-3,1'-cyclobutane]-8-yl}pyrazine-2-carboxylic acid C1(CC1)C1=C(C(=NO1)C1=C(C=CC=C1Cl)Cl)COC1CC2(C1)C[C@H]1CC[C@@H](C2)N1C=1N=CC(=NC1)C(=O)O